1-methyl-3-ethylimidazolebissalicylic acid boron [B].CN1C(N(C(=C1)C=1C=CC=C(C1C(=O)O)O)CC)C=1C=CC=C(C1C(=O)O)O